ClC=1C=CC(=NC1)C=1N=C2N(C=CC=C2)C1CN1C2CN(C(C1)CC2)C(=O)C2=NC(=CC=C2F)OC (5-{[2-(5-Chloropyridin-2-yl)imidazo[1,2-a]pyridin-3-yl]methyl}-2,5-diazabicyclo[2.2.2]oct-2-yl)-(3-fluoro-6-methoxypyridin-2-yl)methanone